C12(CC(C1)C2)N2C(C(N(CC2)CC2=NC=C(C=C2F)Br)=O)=O 1-(bicyclo[1.1.1]pentan-1-yl)-4-((5-bromo-3-fluoropyridin-2-yl)methyl)piperazine-2,3-dione